3-(1-benzoyl-5-{[(4-carbamimidoylphenyl)methyl](methyl)amino}-4-methoxy-1H-pyrazol-3-yl)-4-methyl-1-(morpholine-4-carbonyl)piperidine-2-carboxylic acid C(C1=CC=CC=C1)(=O)N1N=C(C(=C1N(C)CC1=CC=C(C=C1)C(N)=N)OC)C1C(N(CCC1C)C(=O)N1CCOCC1)C(=O)O